FC=1C=C(C=CC1F)CNC1(CN(C1)C(=O)OC(C)(C)C)C(=O)OCC 1-tert-butyl 3-ethyl 3-[[(3,4-difluorophenyl)methyl]amino]azetidine-1,3-dicarboxylate